ClC=1C(=C(C=CC1OCC)NC=1C2=C(N=CN1)C=CC(=N2)O[C@@H]2CN(CC2)C(C=C)=O)F (S)-1-(3-((4-((3-chloro-4-ethoxy-2-fluorophenyl)amino)pyrido[3,2-d]pyrimidin-6-yl)oxy)pyrrolidin-1-yl)prop-2-en-1-one